C1CCC12CN(C2)C(CN2N=CC1=NC=C(C=C12)C1=CC(=C(C=C1)F)C(F)F)=O 1-(6-Azaspiro[3.3]heptan-6-yl)-2-[6-[3-(difluoromethyl)-4-fluoro-phenyl]pyrazolo[4,3-b]pyridin-1-yl]ethanone